ClC1=C(C=CC(=C1F)F)C1N=C(NC(=C1C(=O)OCC)C1CCC(CC1)C1=CC=C(C=C1)C(=O)OC)C=1SC=CN1 ethyl 4-(2-chloro-3,4-difluorophenyl)-6-(4-(4-(methoxycarbonyl)phenyl)cyclohexyl)-2-(thiazol-2-yl)-1,4-dihydropyrimidine-5-carboxylate